ClC=1N=C2SC=CN2C1S(=O)(=O)N1C[C@@H]([C@@](C1)(CO)O)OC1=CC(=C(C#N)C=C1)F 4-(((3s,4r)-1-((6-chloroimidazo[2,1-b]thiazol-5-yl)sulfonyl)-4-hydroxy-4-(hydroxymethyl)pyrrolidin-3-yl)oxy)-2-fluorobenzonitrile